1-(2-((4-(methylsulfonylamino)-4-oxobutyl)amino)-4-(trifluoromethyl)benzyl)-1,8-diazaspiro[4.5]decane-8-carboxylic acid 1,1,1,3,3,3-hexafluoropropan-2-yl ester FC(C(C(F)(F)F)OC(=O)N1CCC2(CCCN2CC2=C(C=C(C=C2)C(F)(F)F)NCCCC(=O)NS(=O)(=O)C)CC1)(F)F